C(C(=C)C)(=O)OC=1C=C(C=2C(C3=CC=CC(=C3NC2C1)Cl)=O)O[Si](C)(C)C 5-chloro-9-oxo-1-((trimethylsilyl)oxy)-9,10-dihydroacridin-3-yl methacrylate